C(C=C)(=O)N1CC(C1)C(=O)N1CCC(CC1)N1N=NC(=C1C)C=1C=C(C=2N(C1)N=CC2C#N)O[C@H](CO)C2=NC=CC=C2 (S)-6-(1-(1-(1-acryloylazetidine-3-carbonyl)piperidin-4-yl)-5-methyl-1H-1,2,3-triazol-4-yl)-4-(2-hydroxy-1-(pyridin-2-yl)ethoxy)pyrazolo[1,5-a]pyridine-3-carbonitrile